NC1=C(C(=O)OCC)C=C(N=C1C1=C2C=NN(C2=CC=C1C)C1OCCCC1)Cl ethyl 3-amino-6-chloro-2-(5-methyl-1-(tetrahydro-2H-pyran-2-yl)-1H-indazol-4-yl)isonicotinate